C(C)C1=C(C=C(C(=C1)O)F)C1=CC=C2C(=NNC2=C1)C=1NC=C(N1)CNC(OCCC#N)=O 2-cyanoethyl ((2-(6-(2-ethyl-5-fluoro-4-hydroxyphenyl)-1H-indazol-3-yl)-1H-imidazole-4-yl)methyl)carbamate